C(CC=C)N1C(C2=C(C(=C1)C1=CC(=CC=3NC=NC31)C(=O)N3CCOCC3)C=CN2)=O 6-but-3-enyl-4-[6-(morpholine-4-carbonyl)-1H-benzimidazol-4-yl]-1H-pyrrolo[2,3-c]pyridin-7-one